((6-(dimethylphosphoryl)pyridin-3-yl)carbamoyl)-6-azaspiro[2.5]octane-6-carboxylate CP(=O)(C)C1=CC=C(C=N1)NC(=O)OC(=O)N1CCC2(CC2)CC1